1,1,1-trifluoro-2-((R or S)-3-(2-(5-fluorothiophen-2-yl)ethyl)-1-(2-(6-methylpyridin-3-yl)propan-2-yl)pyrrolidin-3-yl)propan-2-yl isopropylcarbamate C(C)(C)NC(OC(C(F)(F)F)(C)[C@]1(CN(CC1)C(C)(C)C=1C=NC(=CC1)C)CCC=1SC(=CC1)F)=O |o1:12|